4-[6-(2-aminoethyl)pyridin-3-yl]-3-(2-methyl-6-morpholin-4-ylpyrimidin-4-yl)oxybenzonitrile NCCC1=CC=C(C=N1)C1=C(C=C(C#N)C=C1)OC1=NC(=NC(=C1)N1CCOCC1)C